ClC1=CC=C(C(=N1)C(=O)O)N[C@H](C)C1=C2N=C(C(=NC2=CC(=C1)C)C#N)N1CC(OCC1)C1CC1 6-chloro-3-(((1R)-1-(2-cyano-3-(2-cyclopropylmorpholino)-7-methylquinoxalin-5-yl)ethyl)amino)picolinic acid